2-(morpholine-4-carbonyl)-N-[(7-morpholino-4-oxo-3H-phthalazin-1-yl)methyl]benzamide N1(CCOCC1)C(=O)C1=C(C(=O)NCC2=NNC(C3=CC=C(C=C23)N2CCOCC2)=O)C=CC=C1